dimethylacetyltrithiol CC(C(=O)C=1SSSC1)C